2-methylpyrido[3,2-d]pyrimidin CC=1N=CC2=C(N1)C=CC=N2